(1,1-dimethylallyl)palladium CC(C=C)(C)[Pd]